C(C)OC1=CC=2N(C=C1C1(CCN(CC1)C(=O)OC(C)(C)C)O)C(=CN2)I Tert-butyl 4-(7-ethoxy-3-iodoimidazo[1,2-a]pyridin-6-yl)-4-hydroxypiperidine-1-carboxylate